C(CCCCC)NC[C@@H]([C@H]([C@@H]([C@@H](CO)O)O)O)O (2R,3R,4R,5S)-6-(hexylamino)hexane-1,2,3,4,5-pentaol